N-[[6,7-dichloro-3-(1-tetrahydropyran-2-ylpyrazol-4-yl)-1H-indol-2-yl]methyl]-1,3,4-thiadiazol-2-amine ClC1=CC=C2C(=C(NC2=C1Cl)CNC=1SC=NN1)C=1C=NN(C1)C1OCCCC1